C(C)(C)(C)N1N=NC(=C1)CN(CC=1N=NN(C1)C(C)(C)C)CC=1N=NN(C1)CCCS(=O)(=O)O 3-(4-((Bis((1-(tert-butyl)-1H-1,2,3-triazol-4-yl)methyl)amino)methyl)-1H-1,2,3-triazol-1-yl)propane-1-sulfonic acid